COC1=CC(=C2C=C(C(N(C2=C1)C)=O)C)N1CCN(C2=CC=C(C=C12)C#N)C 4-(7-methoxy-1,3-dimethyl-2-oxo-1,2-dihydroquinolin-5-yl)-1-methyl-1,2,3,4-tetrahydroquinoxaline-6-carbonitrile